3-(5-(4-methylpiperazin-1-yl)pyridin-2-yl)-1H-indazole CN1CCN(CC1)C=1C=CC(=NC1)C1=NNC2=CC=CC=C12